N-[(4-methoxyphenyl)diphenylmethyl]Amine COC1=CC=C(C=C1)C(N)(C1=CC=CC=C1)C1=CC=CC=C1